COOB(O)O methoxyboric acid